ClC1=NC2=C(C3=C(C=C2C(=C1C(C)C)C1=CC=C(C=C1)F)C(NN3)=O)C 7-chloro-5-(4-fluorophenyl)-6-isopropyl-9-methyl-1H-pyrazolo[4,3-g]quinolone